(S)-N-(3-(piperidin-1-yl)propyl)-2-(4-(pyrrolidin-2-yl)phenyl)benzo[d]imidazo[2,1-b]thiazole-7-carboxamide diformate C(=O)O.C(=O)O.N1(CCCCC1)CCCNC(=O)C1=CC2=C(N3C(S2)=NC(=C3)C3=CC=C(C=C3)[C@H]3NCCC3)C=C1